OC=1C(C(=CN2C1C(N1CC=CCC2C1)=O)C(=O)NCC1=C(C=C(C=C1F)F)F)=O 12-hydroxy-1,11-dioxo-N-(2,4,6-trifluorobenzyl)-1,6,7,11-tetrahydro-3H-2,7-methanopyrido[1,2-a][1,4]diazonine-10-carboxamide